BrC1=C(C(=O)Cl)C(=CC(=C1Br)C(F)(F)F)F 2,3-dibromo-6-fluoro-4-(trifluoromethyl)benzoyl chloride